3-[2-(benzyl-methyl-amino)-pyrimidin-5-yl]-8-dimethylamino-8-phenyl-1,3-diazaspiro[4.5]decan-2-one C(C1=CC=CC=C1)N(C1=NC=C(C=N1)N1C(NC2(C1)CCC(CC2)(C2=CC=CC=C2)N(C)C)=O)C